ClC1=C(C=C(C=C1)OC1C(NC(CC1)=O)=O)C#CCNC(C1=NC=C(C=C1)C=1N=CC2=C(C=CC=C2C1)C1=CC2=C(N(C(N2C)=O)C)C(=C1)C(C)C)=O N-(3-(2-Chloro-5-((2,6-dioxopiperidin-3-yl)oxy)phenyl)prop-2-yn-1-yl)-5-(8-(7-isopropyl-1,3-dimethyl-2-oxo-2,3-dihydro-1H-benzo[d]imidazol-5-yl)isoquinolin-3-yl)picolinamide